N(N)C(=O)C=1C=C(C=C(C1)C)C1=NC=CC(=C1)CNC(OC(C)(C)C)=O tert-butyl ((2-(3-(hydrazinecarbonyl)-5-methylphenyl)pyridin-4-yl)methyl)carbamate